F[C@@H]1C[C@H](CN(C1)C)NC=1N=NC(=C2C1COCC2)C2=C(C=C(C=C2)OC(F)(F)F)O 2-(4-(((3R,5R)-5-fluoro-1-methylpiperidin-3-yl)amino)-7,8-dihydro-5H-pyrano[3,4-d]pyridazin-1-yl)-5-(trifluoromethoxy)phenol